ClC1=CC(=CC(=N1)N1N=NC(=C1)[C@]1(C(N(CC1)C)=O)O)C(F)F (R)-3-(1-(6-Chloro-4-(difluoromethyl)pyridin-2-yl)-1H-1,2,3-triazol-4-yl)-3-hydroxy-1-methylpyrrolidin-2-one